C(#N)C=1C=C(C=NC1N1N=CC=N1)NC(=O)C1=C(C(=NS1)O)C1CC1 N-(5-CYANO-6-(2H-1,2,3-TRIAZOL-2-YL)PYRIDIN-3-YL)-4-CYCLOPROPYL-3-HYDROXYISOTHIAZOLE-5-CARBOXAMIDE